C(#N)C=1C=C(COC=2C=C3N(C(N2)=O)CC2N3CCN(C2)C(CNC(OC(C)(C)C)=O)=O)C=CC1F tert-butyl (2-(7-((3-cyano-4-fluorobenzyl)oxy)-9-oxo-3,4,11,11a-tetrahydro-1H-pyrazino[1',2':3,4]imidazo[1,2-c]pyrimidin-2(9H)-yl)-2-oxoethyl)carbamate